IC1=CC(=NC=C1)C(C(=O)N)(C)C 2-(4-iodo-2-pyridinyl)-2-methyl-propanamide